N-(4-(4-chloro-2-fluorophenyl)piperidin-4-yl)-4-(trifluoromethoxy)benzenesulfonamide ClC1=CC(=C(C=C1)C1(CCNCC1)NS(=O)(=O)C1=CC=C(C=C1)OC(F)(F)F)F